BrC=1C=C(SC1)P(C1=CC=CC=C1)(C1=CC=CC=C1)=O (4-bromothiophen-2-yl)diphenylphosphine oxide